2-(4-(2-((6,7-dimethyl-[1,2,4]-triazolo[1,5-a]-pyridin-2-yl)-amino)-2-oxoethyl)-2-fluorophenoxy)-nicotinamide CC=1C(=CC=2N(C1)N=C(N2)NC(CC2=CC(=C(OC1=C(C(=O)N)C=CC=N1)C=C2)F)=O)C